BrC=1C=C(C#N)C=CC1S(=O)(=O)N1C[C@]([C@H](C1)S(=O)(=O)C=1C=NC(=CC1)C(F)(F)F)(CO)O 3-bromo-4-(((3R,4S)-3-hydroxy-3-(hydroxymethyl)-4-((6-(trifluoromethyl)pyridin-3-yl)sulfonyl)pyrrolidin-1-yl)sulfonyl)benzonitrile